2-(2,6-dioxopiperidin-3-yl)-4-(4-((4-ethoxy-4-methylpiperidin-1-yl)methyl)benzylamino)isoindoline-1,3-dione O=C1NC(CCC1N1C(C2=CC=CC(=C2C1=O)NCC1=CC=C(C=C1)CN1CCC(CC1)(C)OCC)=O)=O